trans-2-((4-(4-(2-Chloro-4-methylphenyl)-5-methyl-4H-1,2,4-triazol-3-yl)cyclohexyl)oxy)pyridin ClC1=C(C=CC(=C1)C)N1C(=NN=C1C)[C@@H]1CC[C@H](CC1)OC1=NC=CC=C1